S1SCCCC1 1,2-Dithian